N1C=CC=C1 (S)-Pyrrole